tert-butyl 4-[3-(2,6-dibenzyloxy-3-pyridyl)-1-methyl-pyrazolo[3,4-b]pyridin-6-yl]piperazine-1-carboxylate C(C1=CC=CC=C1)OC1=NC(=CC=C1C1=NN(C2=NC(=CC=C21)N2CCN(CC2)C(=O)OC(C)(C)C)C)OCC2=CC=CC=C2